C1(CCCC1)[Si](OC)(OC)C cyclopentyl-methyldimethoxysilane